sulfenyl ether S=O